C1(CCCCC1)OC(C=O)C 2-cyclohexyloxy-1-oxopropan